FC1=C(N=CC2=C1N=C(N=C2N2C[C@@H](C[C@@H](C2)C)O)OCC21CCCN1CCC2)C2=CC=CC1=CC=CC(=C21)F (3R,5S)-1-(8-fluoro-7-(8-fluoronaphthalen-1-yl)-2-((hexahydro-1H-pyrrolizin-7a-yl)methoxy)pyrido[4,3-d]pyrimidin-4-yl)-5-methylpiperidin-3-ol